5-(methoxymethoxy)indan-1-one COCOC=1C=C2CCC(C2=CC1)=O